FC(C1(CC1)CCC(=O)N)(F)F 3-(1-(trifluoromethyl)cyclopropyl)propanamide